[N+](=O)([O-])[O-].[Ag+].C(C=CC1=CC=CC=C1)=O cinnamaldehyde silver nitrate